2-(4-methylpiperazin-1-yl)-5-((2R,5S)-5-methylpiperidin-2-yl)benzo[d]thiazole CN1CCN(CC1)C=1SC2=C(N1)C=C(C=C2)[C@@H]2NC[C@H](CC2)C